tert-butyl (S)-4-((1-(benzyloxy)-3-methyl-1-oxobutan-2-yl)(methyl)carbamoyl)piperazine-1-carboxylate C(C1=CC=CC=C1)OC([C@H](C(C)C)N(C(=O)N1CCN(CC1)C(=O)OC(C)(C)C)C)=O